(1S,2S)-2-(1-methyl-1H-pyrazol-4-yl)-N-(7-methyl-6-((R)-spiro[2.2]pentan-1-yl)isoquinolin-3-yl)cyclopropane-1-carboxamide CN1N=CC(=C1)[C@@H]1[C@H](C1)C(=O)NC=1N=CC2=CC(=C(C=C2C1)[C@@H]1CC12CC2)C